4-(6-(2-methyl-2H-pyrazolo[3,4-b]pyridin-5-yl)thieno[2,3-b]pyridin-2-yl)tetrahydro-2H-pyran-4-ol CN1N=C2N=CC(=CC2=C1)C1=CC=C2C(=N1)SC(=C2)C2(CCOCC2)O